C1=CC=CC=2C3=CC=CC=C3C(C12)COC(=O)N(CC(=O)O)CCNS(=O)(=O)C 2-({[(9H-fluoren-9-yl)methoxy]carbonyl}[2-(methylsulfonamido)ethyl]amino)acetic acid